N[C@H](CC(=O)[O-])C[C@H](C)N (3S,5S)-3,5-diaminocaproate